(3-((5-((3S,4S)-4-amino-3-methyl-2-oxa-8-azaspiro[4.5]decan-8-yl)-7H-imidazo[1,2-c]pyrazolo[4,3-e]pyrimidin-9-yl)ethynyl)-2-fluorophenyl)methanol N[C@@H]1[C@@H](OCC12CCN(CC2)C2=NC1=C(C=3N2C=CN3)C(=NN1)C#CC=1C(=C(C=CC1)CO)F)C